P(=O)(O)(O)OC[C@H]([C@H]([C@@H]([C@H](C=O)O)O)O)O glucose 6-phosphate